FC=1C=C(C=C(C1N1CCN(CC1)CC#C)F)N1C(=NC=2C1=NC(=CC2)C2=CC(=NC=C2)N)C 4-(3-(3,5-difluoro-4-(4-(prop-2-yn-1-yl)piperazin-1-yl)phenyl)-2-methyl-3H-imidazo[4,5-b]pyridin-5-yl)pyridin-2-amine